[Ru].C(C)C1=CCC=CC1 (1-ethyl-1,4-cyclohexadiene) Ruthenium